OC1CN(CCC12NCC1=CC=CC=C1C2)C(=O)C2=CC(=NC=N2)NC2CCN(CC2)C(C)=O 1-[4-({6-[(3'-hydroxy-1,4-dihydro-1'H,2H-spiro[isoquinoline-3,4'-piperidin]-1'-yl)carbonyl]-4-pyrimidinyl}amino)-1-piperidinyl]ethanone